methyl-4-[(1-methylcyclopropyl)amino]-N-(thiophen-2-ylmethyl)furo[2,3-d]pyrimidine-5-carboxamide CC=1N=C(C2=C(N1)OC=C2C(=O)NCC=2SC=CC2)NC2(CC2)C